3-(2-(dimethylamino)ethyl)-5-methoxy-N,N-dimethyl-1H-indole-1-carboxamide formate C(=O)O.CN(CCC1=CN(C2=CC=C(C=C12)OC)C(=O)N(C)C)C